3-((6-(4,4-Difluoropiperidin-1-yl)pyridin-3-yl)sulfonyl)-9-neopentyl-3,9-diazaspiro[5.5]undecane FC1(CCN(CC1)C1=CC=C(C=N1)S(=O)(=O)N1CCC2(CC1)CCN(CC2)CC(C)(C)C)F